C(C=C)(=O)N1[C@@H]2CN([C@@H]2CC1)C1=C(C(=NC2=CC(=C(C=C12)F)C1=CN=CC=2CCCCC12)OC[C@H]1N(CCC1)C)CC#N 4-((1R,5R)-2-acryloyl-2,6-diazabicyclo[3.2.0]hept-6-yl)-6-fluoro-2-(((S)-1-methylpyrrolidin-2-yl)methoxy)-7-(5,6,7,8-tetrahydroisoquinolin-4-yl)quinoline-3-acetonitrile